CC1=NC(NC(=C1N1CN(C2=CC(=CC=C2C1=O)C(F)(F)F)C1=C(C=C(C=C1)F)C)C)=O 3-(4,6-dimethyl-2-oxo-1,2-dihydropyrimidin-5-yl)-1-(4-fluoro-2-methylphenyl)-7-(trifluoromethyl)-2,3-dihydro-quinazolin-4(1H)-one